(S)-3-(1-Aminoethyl)-8-chloro-2-phenylisoquinolin-1(2H)-one N[C@@H](C)C=1N(C(C2=C(C=CC=C2C1)Cl)=O)C1=CC=CC=C1